N-[4-(4,4,5,5-tetramethyl-[1,3,2]dioxaborolan-2-yl)-pyridin-2-yl]-propionamide CC1(OB(OC1(C)C)C1=CC(=NC=C1)NC(CC)=O)C